BrC1=C(C=CC(=C1)Cl)OCCBr 2-bromo-1-(2-bromoethoxy)-4-chloro-benzene